O=C1N(CCC(N1)=O)C=1C=C(CN2CCN(CC2)C(=O)NC2=CC=C(C=C2)CNC2=CC(=NC=3N2N=CC3C(C)C)N[C@H](CO)CC)C=CC1 (S)-4-(3-(2,4-dioxotetrahydropyrimidin-1(2H)-yl)benzyl)-N-(4-(((5-((1-hydroxybutan-2-yl)amino)-3-isopropylpyrazolo[1,5-a]pyrimidin-7-yl)amino)methyl)phenyl)piperazine-1-carboxamide